C(C)(C)(C)N(C(O)=O)C1=CC(=CC=C1)N1C(C(=CC2=C1N=C(N=C2)S(=O)(=O)C)CC2=CC=CC=C2)=O.FC(C=2C=C(C=CC2)C=CC2CN(CC2)C(C=C)=O)(F)F 1-[3-{2-[3-(trifluoromethyl)phenyl]vinyl}pyrrolidin-1-yl]prop-2-en-1-one tert-butyl-(3-(6-benzyl-2-(methylsulfonyl)-7-oxopyrido[2,3-d]pyrimidin-8(7H)-yl)phenyl)carbamate